N-[(6-Amino-2-pyridyl)sulfonyl]-6-(3-fluoro-5-isobutoxyphenyl)-2-(2-methylcyclohexoxy)pyridin-3-carboxamid NC1=CC=CC(=N1)S(=O)(=O)NC(=O)C=1C(=NC(=CC1)C1=CC(=CC(=C1)OCC(C)C)F)OC1C(CCCC1)C